FC=1C=CC=C2[C@@H](N(C(=NC12)N1CCN(CC1)C1=CC(=CC=C1)OC)C1=C(C=CC(=C1)C(F)(F)F)OC)CC(=O)O (4S)-2-{8-fluoro-2-[4-(3-methoxyphenyl)piperazin-1-yl]-3-[2-methoxy-5-(trifluoromethyl)phenyl]-3,4-dihydroquinazolin-4-yl}acetic acid